1,3,3-trichloro-3-fluoropropene ClC=CC(F)(Cl)Cl